CC1=C(C=CC(=C1)N)C1=C(C=C(N)C=C1)C 2,2'-bismethylbenzidine